3-methoxymethyl-2,2-dimethylcyclobutene COCC1C(C=C1)(C)C